3-(HYDROXYMETHYL)NAPHTHALENE-1-BORONIC ACID OCC=1C=C(C2=CC=CC=C2C1)B(O)O